(2-(tert-butylamino)-8-(3,6-dihydro-2H-pyran-4-yl)-pyrido[4,3-d]pyrimidin-5-yl)-benzamide C(C)(C)(C)NC=1N=CC2=C(N1)C(=CN=C2C2=C(C(=O)N)C=CC=C2)C=2CCOCC2